3-amino-N-(3-(4-aminopiperidin-1-yl)pyridin-2-yl)-6-(3,6-bis(trifluoromethyl)pyridin-2-yl)pyrazine-2-carboxamide NC=1C(=NC(=CN1)C1=NC(=CC=C1C(F)(F)F)C(F)(F)F)C(=O)NC1=NC=CC=C1N1CCC(CC1)N